CNC(=O)C=1C=CC2=C(NC([C@@H]3N2CCNC3)=O)N1 (R)-N-Methyl-5-oxo-2,3,4,4a,5,6-hexahydro-1H-pyrazino[1,2-a]pyrido[2,3-e]pyrazine-8-carboxamide